D-glucuronic acid O=C[C@H](O)[C@@H](O)[C@H](O)[C@H](O)C(=O)O